5-Chloro-2-(3-fluorophenyl)pyrido[2,3-e][1,2,4]triazolo[1,5-c]pyrimidine ClC1=NC2=C(C=3N1N=C(N3)C3=CC(=CC=C3)F)N=CC=C2